CC(C)C(C(C)C)NC(=O)C1=CN(C2=NC(=C(C=C2C1=O)F)N1C[C@H](CC1)O)C1=C(C=C(C=C1F)F)F N-(2,4-Dimethylpentan-3-yl)-6-fluoro-7-[(3S)-3-hydroxypyrrolidin-1-yl]-4-oxo-1-(2,4,6-tri-fluorophenyl)-1,4-dihydro-1,8-naphthyridine-3-carboxamide